Arsenic Pentasulfide S=[As](=S)S[As](=S)=S